COC(=O)C=1C=CC2=C(N=C(C3=CC=NC=C23)N2CC(C2)OCCCCN)C1 5-(3-(4-Aminobutoxy)azetidin-1-yl)benzo[c][2,6]naphthyridine-8-carboxylic acid methyl ester